C(C)(=O)C1=NN(C2=CC=C(C=C12)C=1C=NC(=NC1)C)CC(=O)N1[C@@H](C[C@H](C1)F)C(=O)NC1=NC(=CC=C1)F (2S,4R)-1-(2-(3-acetyl-5-(2-methylpyrimidin-5-yl)-1H-indazol-1-yl)acetyl)-4-fluoro-N-(6-fluoropyridin-2-yl)pyrrolidine-2-carboxamide